NC=1C(=NC(=CN1)C1=NC(=CC=C1C(F)(F)F)N1CCOCC1)C(=O)NC1=NC=CC=C1N1CCC(CC1)N 3-amino-N-(3-(4-aminopiperidin-1-yl)pyridin-2-yl)-6-(6-morpholino-3-(trifluoromethyl)pyridin-2-yl)pyrazine-2-carboxamide